N1=CC=C(C=C1)C=1C=NC=NC1 5-(pyridin-4-yl)pyrimidin